pyrrolidin-2-ylpropanoic acid N1C(CCC1)C(C(=O)O)C